ClC=1C(=NC(=NC1)NC1=C(C=C(C(=O)N[C@@H](CC(C)C)C(=O)OC)C=C1)OC)C1=NN(C=C1)C(C)C methyl (4-((5-chloro-4-(1-isopropyl-1H-pyrazolyl)pyrimidin-2-yl)amino)-3-methoxybenzoyl)-L-leucinate